CC=1SC(=CN1)C(=O)O.C[C@H]1N(CCOC1)CC1=CC=C(C=C1)C1=CC2=C(CC3=C2NN=C3C3=CC=C2C=NN(C2=C3)C)S1 (R)-3-methyl-4-(4-(3-(1-methyl-1H-indazol-6-yl)-1,4-dihydrothieno[2',3':4,5]cyclopenta[1,2-c]pyrazol-6-yl)benzyl)morpholine 2-methylthiazole-5-carboxylate